[Si](C)(C)(C(C)(C)C)O[C@@H]1[C@H](N(CC1)C(=O)OC(C)(C)C)CO tert-butyl (2R,3S)-3-((tert-butyldimethylsilyl)oxy)-2-(hydroxymethyl)pyrrolidine-1-carboxylate